NC1=C(C(=NN1C)C1CC2CC(CC2C1)O)C(=O)NC1=CC(=C(C=C1)F)Cl 5-Amino-N-(3-chloro-4-fluorophenyl)-3-(5-hydroxyoctahydropentalen-2-yl)-1-methyl-1H-pyrazole-4-carboxamide